(S)-4-ethyl-8-fluoro-4-hydroxy-9-methyl-11-((4-methylpiperazin-1-yl)methyl)-1,12-dihydro-14H-pyrano[3',4':6,7]indolizino[1,2-b]quinoline-3,14(4H)-dione C(C)[C@]1(C(OCC=2C(N3CC=4C(=NC=5C=C(C(=CC5C4CN4CCN(CC4)C)C)F)C3=CC21)=O)=O)O